FC1=C(C=C(C=C1)S(=O)(=O)C)C1=CN(C(C2=CC=CC=C12)=O)C 4-(2-fluoro-5-methylsulfonylphenyl)-2-methylisoquinolin-1-one